(5-methyltetrahydrofuran-2-yl)oxypentane-2-ol CC1CCC(O1)OCC(CCC)O